4-((adamantan-1-yl)amino)-N-(3-(2,6-dioxopiperidin-3-yl)benzofuran-5-yl)butanamide C12(CC3CC(CC(C1)C3)C2)NCCCC(=O)NC=2C=CC3=C(C(=CO3)C3C(NC(CC3)=O)=O)C2